ClC1=CC=C(C=C1)N1C2=NC(=NC(=C2N=C1C=1C=NC(=CC1)C#N)N1CC(C1)(C(=O)N)OCC)OCC(C)(C)O 1-[9-(4-chlorophenyl)-8-(6-cyano-3-pyridinyl)-2-(2-hydroxy-2-methyl-propoxy)purin-6-yl]-3-ethoxy-azetidine-3-carboxamide